BrC1(C(NC2=C(C=C(C(=C12)C1=NC=CC=N1)C(F)(F)F)F)=O)Br 3,3-dibromo-7-fluoro-4-(pyrimidin-2-yl)-5-(trifluoromethyl)indolin-2-one